CC(CC(CCC(C)=O)=O)CCC(=CC)C 7,10-dimethyldodeca-10-ene-2,5-dione